COC(C1=CC(=NC=C1)CN1C[C@H](CC1)N1C(N(C=2C1=NC=CC2)C2=CC(=C(C=C2)C2=CC(=C(C=C2)O)C#N)O)=O)=O.BrC(C)C2OC2 2-(1-bromoethyl)oxirane Methyl-(S)-2-((3-(1-(3'-cyano-2,4'-dihydroxy-[1,1'-biphenyl]-4-yl)-2-oxo-1,2-dihydro-3H-imidazo[4,5-b]pyridin-3-yl)pyrrolidin-1-yl)methyl)isonicotinate